(R)-3-((1-(3-(benzyloxy)-2-cyano-7-methylquinoxalin-5-yl)ethyl)amino)-6-chloropicolinic acid C(C1=CC=CC=C1)OC=1C(=NC2=CC(=CC(=C2N1)[C@@H](C)NC=1C(=NC(=CC1)Cl)C(=O)O)C)C#N